OC1=CC=C(C=C1)/C=C/C(=O)C1=CC=C(C=C1)S(=O)(=O)N1CCCCC1 (E)-3-(4-Hydroxyphenyl)-1-(4-piperidin-1-ylsulfonylphenyl)prop-2-en-1-one